BrC=1C=CC(=C(C1)S(=O)(=O)N(C1=NOC2=C1C(=CC(=C2)CN2N=CC=C2)OC)CC2=CC(=CC(=C2)OC)OC)OC 5-bromo-N-[(3,5-dimethoxyphenyl)methyl]-2-methoxy-N-{4-methoxy-6-[(1H-pyrazol-1-yl)methyl]-1,2-benzoxazol-3-yl}benzene-1-sulfonamide